(2-fluorophenyl)-boronic acid FC1=C(C=CC=C1)B(O)O